[I-].C(CCCCC)OC=1C(=NSN1)C1=CCC[N+](C1)(C(C1CCOCC1)OC(CCCCCCCCCCCCCCC)=O)C 5-(4-(Hexyloxy)-1,2,5-thiadiazol-3-yl)-1-methyl-1-((palmitoyloxy)(tetrahydro-2H-pyran-4-yl)methyl)-1,2,3,6-tetrahydropyridin-1-ium iodide